COC(=O)C=1C=C2N(CCN(C2=CC1)S(=O)(=O)C1=CC=C(C)C=C1)CC1=CC=CC=C1 4-benzyl-1-p-toluenesulfonyl-1,2,3,4-tetrahydroquinoxaline-6-carboxylic acid methyl ester